NC=1C(=NN(C1)C1CC(C1)CO)C(F)F ((1r,3r)-3-(4-amino-3-(difluoromethyl)-1H-pyrazol-1-yl)cyclobutyl)methanol